COC=1C=C(CN2C(C=CC(=C2)C2=NC(=NC(=C2)C(F)(F)F)S(=O)(=O)CCCC(=O)N2CCOCC2)=O)C=CC1OC 1-(3,4-dimethoxybenzyl)-5-(2-((4-morpholino-4-oxobutyl)sulfonyl)-6-(trifluoromethyl)pyrimidin-4-yl)pyridin-2(1H)-one